C(C)(C)(C)CCCCCCC(C)C(=O)N tert-butyl-octane-7-carboxamide